ClC=1C=C(C(=NC1N1N=CC=N1)OC)N 5-chloro-2-methoxy-6-(2H-1,2,3-triazol-2-yl)pyridin-3-amine